C1CCC(C1)OCC(=O)C1=CC=CC=C1 4-cyclopentyloxy-acetophenone